C(C)(C)(C)OC(=O)N1CCC(CC1)/C=N/O.FC(C1=NN=C(O1)C=1C=CC(=NC1)CN(C(=O)N1CCSCC1)C1=C(C=CC(=C1)F)F)F N-[[5-[5-(difluoromethyl)-1,3,4-oxadiazol-2-yl]pyridin-2-yl]methyl]-N-(2,5-difluorophenyl)thiomorpholine-4-carboxamide tert-butyl-4-[(1E)-(hydroxyimino)methyl]piperidine-1-carboxylate